2-amino-5-hydroxy-4-methoxybenzoic acid NC1=C(C(=O)O)C=C(C(=C1)OC)O